3-((4,6-dimethyl-2-oxo-1,2-dihydropyridin-3-yl)methyl)-N3'-(7H-purin-6-yl)-[1,1'-biphenyl]-3,3'-dicarboxamide CC1=C(C(NC(=C1)C)=O)CC1(CC(=CC=C1)C1=CC(=CC=C1)C(=O)NC1=C2NC=NC2=NC=N1)C(=O)N